5-Chloro-2-cyanopyridin-3-yl 2,4,6-tri-O-acetyl-3-azido-3-deoxy-1-thio-α-D-galactopyranoside C(C)(=O)O[C@H]1[C@@H](SC=2C(=NC=C(C2)Cl)C#N)O[C@@H]([C@@H]([C@@H]1N=[N+]=[N-])OC(C)=O)COC(C)=O